CN1CC(N(CC1)C(=O)C1=CC2=C(N=C(N2)C)C=C1N1CCCC1)C1=CC=CC=C1 (4-methyl-2-phenylpiperazin-1-yl)-(2-methyl-6-pyrrolidin-1-yl-3H-benzimidazol-5-yl)methanone